C(N)(OCCOCCOCCC(=O)NC1=C(C=CC(=C1)C)C(NC=1SC(=C(N1)C)C)=O)=O (2-(2-(3-((2-((4,5-dimethylthiazol-2-yl) carbamoyl)-5-methylphenyl) amino)-3-oxopropoxy) ethoxy) ethyl) carbamate